[Si](C)(C)(C(C)(C)C)OC[C@@H](C(=O)NCC(=O)O)NC(=O)OCC1C2=CC=CC=C2C=2C=CC=CC12 2-[(2S)-3-[(tert-butyldimethylsilyl)oxy]-2-({[(9H-fluoren-9-yl)methoxy]carbonyl}amino)propanamido]acetic acid